3-(3-(((R)-6-ethyl-2,2-dimethyl-6,7-dihydro-[1,3]dioxolano[4',5':4,5]benzo[1,2-f][1,4]oxazepin-8(9H)-yl)methyl)-4-methylphenyl)-2,2-dimethylpropionic acid methyl ester COC(C(CC1=CC(=C(C=C1)C)CN1C[C@H](OC2=C(C1)C=C1C(=C2)OC(O1)(C)C)CC)(C)C)=O